4-methoxy-4-methylcyclohexane-1-carbonitrile COC1(CCC(CC1)C#N)C